ClC1=C(C(=CC=C1F)Cl)[C@@H](C)OC=1C(=NC=C(C1)C=1C=NN(C1)C1=CC=NC=C1)N 3-[(R)-1-(2,6-dichloro-3-fluorophenyl)ethoxy]-5-[1-(pyridin-4-yl)-1H-pyrazol-4-yl]pyridin-2-amine